5-(2,5-dioxotetrahydrofuranyl)-3-methyl-3-cyclohexene-1,2-dicarboxylic acid anhydride O=C1OC(CC1C1C=C(C2C(C1)C(=O)OC2=O)C)=O